N,N-dimethyl-decyl-amine CN(C)CCCCCCCCCC